NCC1=NC=C(C2=C1NC(N(C2)C2CCC(CC2)C(=O)NC2=CC(=C(C=C2)C)OC)=O)C (1s,4s)-4-(8-(aminomethyl)-5-methyl-2-oxo-1,2-dihydropyrido[3,4-d]pyrimidin-3(4H)-yl)-N-(3-methoxy-4-methylphenyl)cyclohexanecarboxamide